1,4-bis-t-butylperoxydiisopropylbenzene ethyl-4-acetoxy-3-oxobutanoate C(C)OC(CC(COC(C)=O)=O)=O.C(C)(C)(C)OOC1=C(C(=C(C=C1)OOC(C)(C)C)C(C)C)C(C)C